FC1=C(N=CC2=C1N=C(N=C2N2CC=1N(CC2)N=C(C1)N)OCC12CCCN2CCC1)C1=CC=CC2=CC=CC(=C12)F 5-(8-fluoro-7-(8-fluoronaphthalen-1-yl)-2-((tetrahydro-1H-pyrrolizin-7a(5H)-yl)methoxy)pyrido[4,3-d]pyrimidin-4-yl)-4,5,6,7-tetrahydropyrazolo[1,5-a]pyrazin-2-amine